C(CCCCCCCCCCC)[NH2]=O dodecylamine oxide